N,N,N',N'-Tetramethyl-1,6-diaminohexane CN(CCCCCCN(C)C)C